2,3-Butanedione-D6 [2H]C([2H])([2H])C(=O)C(=O)C([2H])([2H])[2H]